ClC1=CC=C(C=C1)N1C(NN=C1)=O 4-(4-Chlorophenyl)-2,4-dihydro-3H-1,2,4-triazol-3-one